Br.C1O[C@@H](CN2[C@H]1CNCC2)C=2C(NC(=CC2)C(F)(F)F)=O 3-((3R,9aS)-octahydropyrazino[2,1-c][1,4]oxazin-3-yl)-6-(trifluoromethyl)pyridin-2(1H)-one hydrobromide